6-chloro-5'-(5-chloro-2-methylpyridin-3-yl)-2'-(2-(2-fluoroethoxy)-4-methoxypyrimidin-5-yl)-3'-isopropyl-3'H-spiro[indoline-3,4'-pyrrolo[3,4-d]imidazole]-2,6'(5'H)-dione ClC1=CC=C2C(=C1)NC(C21N(C(C=2N=C(N(C21)C(C)C)C=2C(=NC(=NC2)OCCF)OC)=O)C=2C(=NC=C(C2)Cl)C)=O